tert-butyl 2-(2'-bromo-[1,1'-biphenyl]-4-yl)acetate BrC1=C(C=CC=C1)C1=CC=C(C=C1)CC(=O)OC(C)(C)C